C(N)(=O)C=1C=C2C(=CC=NC2=CC1NC)OC1=CC=C(C=C1)NC(=O)C1(CC1)C(=O)NC1=CC=C(C=C1)F 1-N-[4-[6-carbamoyl-7-(methylamino)quinolin-4-yl]oxyphenyl]-1-N'-(4-fluorophenyl)cyclopropane-1,1-dicarboxamide